2-(3-Oxa-6-azabicyclo[3.1.1]heptan-6-yl)-6-methoxy-N-(2-methoxy-5-((3-(trifluoromethyl)bicyclo[1.1.1]pentan-1-yl)carbamoyl)pyridin-4-yl)benzo[d]thiazole-7-carboxamide C12COCC(N1C=1SC3=C(N1)C=CC(=C3C(=O)NC3=CC(=NC=C3C(NC31CC(C3)(C1)C(F)(F)F)=O)OC)OC)C2